FC(C=1C=C2C(=NC1C1=C3CCCC3=CC=C1)C(=NN2)C=2C=NN(C2)C)F 6-(difluoromethyl)-5-(2,3-dihydro-1H-inden-4-yl)-3-(1-methyl-1H-pyrazol-4-yl)-1H-pyrazolo[4,3-b]pyridine